NC1=C2C(=NC=N1)N(N=C2C)C(C)C=2C(=C(C(=C(C2)Cl)C)C2=CC(=NC=C2)C(=O)O)OC 4-{3-[1-(4-Amino-3-methyl-1H-pyrazolo[3,4-d]pyrimidin-1-yl)ethyl]-5-chloro-2-methoxy-6-methylphenyl}pyridine-2-carboxylic Acid